P(=O)(OC[C@]1(N2CCC(C1=O)CC2)COC)(OC[C@]2(N1CCC(C2=O)CC1)COC)OC(C)C bis(((1S,2R,4S)-2-(methoxymethyl)-3-oxoquinuclidin-2-yl) methyl) isopropyl phosphate